C(C)(=O)O[O-] peroxyacetate